C(C1=CC=CC=C1)[C@H](NC([C@@H](NC([C@@H](NC(C[NH+]1CCOCC1)=O)CCC1=CC=CC=C1)=O)CC(C)C)=O)C(N[C@@H](CC(C)C)C(=O)[C@]1(CO1)C)=O 4-((4S,7S,10S,13S)-10-benzyl-7-isobutyl-15-methyl-13-((R)-2-methylepoxyEthane-2-carbonyl)-2,5,8,11-Tetraoxo-4-phenethyl-3,6,9,12-tetraazahexadecyl)morpholin-4-ium